OC1CC(C1)NC(=O)C=1C=NC2=CC=C(N=C2C1NC(C)C)C=1C=NNC1 N-((1r,3r)-3-hydroxycyclobutyl)-4-(isopropylamino)-6-(1H-pyrazol-4-yl)-1,5-naphthyridine-3-carboxamide